2-(((1R)-1-(2-(6-hydroxy-6-methyl-3-azabicyclo[3.1.1]heptan-3-yl)-3,7-dimethyl-4-oxo-4H-pyrido[1,2-a]pyrimidin-9-yl)ethyl)amino)benzoic acid OC1(C2CN(CC1C2)C=2N=C1N(C(C2C)=O)C=C(C=C1[C@@H](C)NC1=C(C(=O)O)C=CC=C1)C)C